(2-(9-benzyl-6-(1-methylcyclopropoxy)-9H-purin-8-yl)-5-(2-(4-methylpiperazin-1-yl)ethoxy)phenyl)methanol C(C1=CC=CC=C1)N1C2=NC=NC(=C2N=C1C1=C(C=C(C=C1)OCCN1CCN(CC1)C)CO)OC1(CC1)C